bis(2,2,6,6-tetramethyl-piperidinol) sebacate C(CCCCCCCCC(=O)O)(=O)O.CC1(N(C(CCC1)(C)C)O)C.CC1(N(C(CCC1)(C)C)O)C